C(C(=C)C)(=O)OCC[N+](CC)(C)C methacryloyloxyethyl-dimethylethylaminium